C(C1=CC=CC=C1)OC(=O)N1CC(C1)O N-Benzyloxycarbonylazetidin-3-ol